C(=O)O.C1(CC1)CN(C)CC1=C(CNC=2C=CC(=NC2C)S(=O)(=O)NC=2N=CSC2)C(=CC=C1)F 5-((2-(((cyclopropylmethyl)(methyl)amino)methyl)-6-fluorobenzyl)amino)-6-methyl-N-(thiazol-4-yl)pyridine-2-sulfonamide formic acid salt